6-(2-Hydroxy-2-methylpropyloxy)-4-(6-(6-((6-methoxypyridin-3-yl)methyl)-3,6-diazabicyclo[3.1.1]heptan-3-yl)pyridin-3-yl)pyrazolo[1,5-a]pyridine-3-carbonitrile OC(COC=1C=C(C=2N(C1)N=CC2C#N)C=2C=NC(=CC2)N2CC1N(C(C2)C1)CC=1C=NC(=CC1)OC)(C)C